(1S,3S)-3-((6-(5-((((Cyclopropylmethyl)(methyl)carbamoyl)oxy)methyl)-1-methyl-1H-pyrazol-4-yl)-2-methylpyridin-3-yl)oxy)cyclohexan C1(CC1)CN(C(=O)OCC1=C(C=NN1C)C1=CC=C(C(=N1)C)OC1CCCCC1)C